[N].[N].C=C dicarbene dinitrogen